ClC1=C(C=CC=C1NC(=O)C1=NN2C(CNCC2)=C1)C1=C(C(=CC=C1)NC(=O)C=1N(C2=C(CNCC2)N1)C)C#N N-(2'-Chloro-2-cyano-3'-(4,5,6,7-tetrahydropyrazolo[1,5-a]pyrazin-2-carboxamido)biphenyl-3-yl)-1-methyl-4,5,6,7-tetrahydro-1H-imidazo[4,5-c]pyridin-2-carboxamid